COC1CN(C1)C(=O)C=1N=C2N(N=C(C(=C2)C)N2CC=3C=C(C=NC3CC2)C(F)(F)F)C(C1)=O 2-(3-methoxyazetidine-1-carbonyl)-8-methyl-7-(3-(trifluoromethyl)-7,8-dihydro-1,6-naphthyridin-6(5H)-yl)-4H-pyrimido[1,2-b]pyridazin-4-one